COC=1C=C(C=C(C1)OC)C=1N=C(SC1)NC(C1=CC=C(C=C1)N1CCOCC1)=O N-[4-(3,5-dimethoxyphenyl)thiazol-2-yl]-4-morpholino-benzamide